(4-(2-aminoisonicotinoyl)piperazin-1-yl)(4-chloro-3,5-difluoro-1H-indol-2-yl)methanone laurylcitrate C(CCCCCCCCCCC)C(C(=O)O)C(O)(C(=O)O)CC(=O)O.NC=1C=C(C(=O)N2CCN(CC2)C(=O)C=2NC3=CC=C(C(=C3C2F)Cl)F)C=CN1